C(N)(=O)C1=NC=C2N1C=CC(=C2)C=2C=C(C=NC2C(F)(F)F)C(=O)N[C@@H]2[C@H](C[C@H](C2)OC(F)(F)F)O 5-{3-carbamoylimidazo[1,5-a]pyridin-7-yl}-N-[(1S,2S,4S)-2-hydroxy-4-(trifluoromethoxy)cyclopentyl]-6-(Trifluoromethyl)pyridine-3-carboxamide